C1(=CC(=CC=C1)NC1=NC(=CC(=N1)CNCCO)OC)C1=CC=CC=C1 2-(((2-([1,1'-biphenyl]-3-ylamino)-6-methoxypyrimidin-4-yl)methyl)amino)ethan-1-ol